1-(2-{6-cyclopropyl-4-[4-fluoro-2-(4-methyl-1,2,4-triazol-3-yl)phenyl]Pyridin-2-yl}-7-fluoro-1,3-benzooxazol-5-yl)ethanone C1(CC1)C1=CC(=CC(=N1)C=1OC2=C(N1)C=C(C=C2F)C(C)=O)C2=C(C=C(C=C2)F)C2=NN=CN2C